ClC1=C(CN2C(=NC3=C2C=CC=C3)N3C[C@@H](CCC3)N)C=CC=C1 (R)-1-(1-(2-chlorobenzyl)-1H-benzo[d]imidazol-2-yl)piperidin-3-amine